Cl.OC=1C=CC(=C2C=CC(NC12)=O)C(CO)NCCC(C1=CC=CC=C1)C1=CC=CC=C1 8-hydroxy-5-[2-hydroxy-1-(3,3-diphenylpropylamino)ethyl]-(1H)-quinolin-2-one hydrochloride